[Si](C)(C)(C(C)(C)C)OCCCC1=C(C(=NC=C1)C(C)C)C1(C2=C(NC(N1)=O)N=C(C(=C2)Cl)Cl)OC(=O)N2C(CNC(C2)C)C 4-(3-((tert-butyldimethylsilyl)oxy)propyl-2-isopropylpyridin-3-yl)-6,7-dichloro-2-oxo-1,2-dihydropyrido[2,3-d]pyrimidin-4-yl-2,5-dimethylpiperazine-1-carboxylate